(R)-N-(1-Cyanocyclopropyl)-9-(5-(difluoromethyl)-1,3,4-thiadiazol-2-yl)-4-(4-oxohexahydropyrazino[2,1-c][1,4]oxazin-8(1H)-yl)-9H-pyrimido[4,5-b]indole-7-sulfonamide C(#N)C1(CC1)NS(=O)(=O)C1=CC=C2C3=C(N(C2=C1)C=1SC(=NN1)C(F)F)N=CN=C3N3C[C@@H]1COCC(N1CC3)=O